CC1=C(C=NC=2OCCN(C21)C(=O)OC(C)(C)C)N2CC=1N=C(N=CC1CC2)NC2=CC=C(C=C2)CS(=O)(=O)CC2(COC2)C tert-butyl 8-methyl-7-{2-[(4-{[(3-methyloxetan-3-yl)methanesulfonyl]methyl}phenyl)amino]-5H,6H,7H,8H-pyrido[3,4-d]pyrimidin-7-yl}-1H,2H,3H-pyrido[2,3-b][1,4]oxazine-1-carboxylate